BrC(C(=O)OCC)C1=C(C(=CC=C1OC)C(C)C)F ethyl 2-bromo-2-(2-fluoro-3-isopropyl-6-methoxyphenyl)acetate